FC1=CC2=C(N(C([C@H](CS2(=O)=O)NC(OC(C)(C)C)=O)=O)CC=2C=NC(=CC2)OC(C)C)C=C1/C(/N)=N/O tert-butyl N-[(3R)-8-fluoro-5-[(6-isopropoxy-3-pyridyl)methyl]-1,1,4-trioxo-7-[(Z)-N'-hydroxycarbamimidoyl]-2,3-dihydro-1λ6,5-benzothiazepin-3-yl]carbamate